BrC1=CN=C(C2=CC(=NC=C12)Cl)C(CO)C 2-(4-bromo-7-chloro-2,6-naphthyridin-1-yl)propan-1-ol